N-(2-(2,2-dimethyl-pyrrolidin-1-yl)ethyl)-6-methylnicotinamide CC1(N(CCC1)CCNC(C1=CN=C(C=C1)C)=O)C